C(OC1=C(C=C(C=C1)[N+](=O)[O-])[N+](=O)[O-])(OC1=C(C=C(C=C1)[N+](=O)[O-])[N+](=O)[O-])=O Bis(2,4-dinitrophenyl) carbonate